2-fluoro-4-[1-(2-methoxyethyl)pyrazol-4-yl]benzoic acid FC1=C(C(=O)O)C=CC(=C1)C=1C=NN(C1)CCOC